N'-benzyl-N-(3-trimethoxysilylpropyl)ethane-1,2-diamine C(C1=CC=CC=C1)NCCNCCC[Si](OC)(OC)OC